1,5-dichloropentane-2,4-dione ClCC(CC(CCl)=O)=O